2''-bromo-7''-fluorodispiro[[1,3]dioxolane-2,1'-cyclohexane-4',1''-indene] BrC=1C2(C3=C(C=CC=C3C1)F)CCC1(CC2)OCCO1